(3-chloro-4-fluoroanilino)-7-methoxy-6-aminoquinazoline ClC=1C=C(NC2=NC3=CC(=C(C=C3C=N2)N)OC)C=CC1F